C(#N)C=1C(=C(SC1)[N+](=O)[O-])N(C(C(=O)OCC)=O)C1=CC=C2C=CN(C2=C1)C1=CC=CC=C1 Ethyl 2-((4-cyano-2-nitrothiophen-3-yl)(1-phenyl-1H-indol-6-yl)amino)-2-oxoacetate